(1,1-dioxothietane-3-yl)methanol O=S1(CC(C1)CO)=O